Ethyl N-benzhydryl-glycinate C(C1=CC=CC=C1)(C1=CC=CC=C1)NCC(=O)OCC